FC(S(=O)(=O)C=1C=C(C(=O)NCC2=NC=C3C=CC(=NC3=C2)C2=NC(=CC=C2)N2C[C@@H](O[C@@H](C2)C)C)C=CC1)F 3-((difluoromethyl)sulfonyl)-N-((2-(6-((cis)-2,6-dimethylmorpholino)pyridin-2-yl)-1,6-naphthyridin-7-yl)methyl)benzamide